C(C)(C)(C)OC(=O)N1CC(CCC1)(NC(=O)OC)C(C(C(C)C)C)=O.N1=C(C=CC=C1)P(CCP(C1=NC=CC=C1)C1=NC=CC=C1)C1=NC=CC=C1 1,2-bis(di-2-pyridylphosphino)ethane tert-butyl-3-(2,3-dimethylbutanoyl)-3-((methoxycarbonyl)amino)piperidine-1-carboxylate